ClC1=C(C(=CC=C1)Cl)N1CC(C1)C1=CC(=C(CN2C(CC(CC2)C(=O)OC)C)C(=C1)C)C methyl 1-(4-(1-(2,6-dichlorophenyl)azetidin-3-yl)-2,6-dimethylbenzyl)-2-methylpiperidine-4-carboxylate